CN1C=2N(CC[C@@H](C1=O)C1=NC(=NN1)C(=O)N)C=NC2 (3R)-1-methyl-2-oxo-4,5-dihydro-3H-imidazo[1,5-a][1,3]diazepin-3-yl-1,2,4-triazole-3-carboxamide